7-(4-cyclopropyl-1H-imidazol-1-yl)-3,4-dihydroisoquinolin-1(2H)-one C1(CC1)C=1N=CN(C1)C1=CC=C2CCNC(C2=C1)=O